(R)-6-(5-(aminomethyl)-2-oxoOxazolidin-3-yl)-2H-pyrido[3,2-b][1,4]Oxazine NC[C@@H]1CN(C(O1)=O)C=1C=CC=2OCC=NC2N1